3-[(dimethylamino)methylene]-2(3H)-dihydrofuranylideneethyloxonium tetrafluoroborate F[B-](F)(F)F.CN(C)C=C1C(OCC1)=CC[OH2+]